Br.BrCCN(C)C 2-bromo-N,N-dimethylethanamine HBr salt